C(C)(=O)O[C@@H]1COCC[C@H]1NC1=NN2C(C=N1)=C(C(=C2C(C)CC)C#N)F (3S,4R)-4-{[6-cyano-5-fluoro-7-(sec-butyl)pyrrolo[2,1-f][1,2,4]triazin-2-yl]amino}oxan-3-yl acetate